FC(C(=O)O)(F)F.IC1=CC(=C(C=C1)NC=1N(C(C=C2CCNC(C12)=O)=O)C)F 8-((4-iodo-2-fluorophenyl)amino)-7-methyl-3,4-dihydro-2,7-naphthyridine-1,6(2h,7h)-dione trifluoroacetate